4-(2-(4-(3-methoxyphenyl)-1H-pyrazol-1-yl)pyrido[3,2-d]pyrimidin-4-yl)morpholine COC=1C=C(C=CC1)C=1C=NN(C1)C=1N=C(C2=C(N1)C=CC=N2)N2CCOCC2